7-chloro-1-cyclopentyl-2,6-naphthyridine ClC1=NC=C2C=CN=C(C2=C1)C1CCCC1